C(C1=CC=CC=C1)OC1=C(C(=O)OCC2=CC=CC=C2)C=CC(=C1)N(C(=O)[C@@H]1N(CC1)S(=O)(=O)C1=CC(=C(C(=C1)F)F)F)CC1=NC=C(N=C1)C1CCCCC1 benzyl (R)-2-(benzyloxy)-4-(N-((5-cyclohexylpyrazin-2-yl)methyl)-1-((3,4,5-trifluorophenyl)sulfonyl)azetidine-2-carboxamido)benzoate